BrC=1C=C2N=C(C=3N(C2=CC1)C=C(C3)C(=O)OCC)Cl Ethyl 7-bromo-4-chloropyrrolo[1,2-a]quinoxaline-2-carboxylate